N-((1S,4S)-4-carbamoyl-cyclohexyl)-7-(3,4-dimethoxyphenyl)pyrazolo[1,5-a]pyrimidine-2-carboxamide C(N)(=O)C1CCC(CC1)NC(=O)C1=NN2C(N=CC=C2C2=CC(=C(C=C2)OC)OC)=C1